5-ethylpyridin-2(1H)-one C(C)C=1C=CC(NC1)=O